(5-bromo-3-((2,6-dimethoxyphenyl)amino)pyrazin-2-yl)-6-methoxypyridinecarboxamide BrC=1N=C(C(=NC1)C=1C(=NC(=CC1)OC)C(=O)N)NC1=C(C=CC=C1OC)OC